m-bis(bromopropoxy)benzene tert-butyl-(2R,3S,4S)-4-tert-butoxycarbonyloxy-3-hydroxy-2-[(4-methoxyphenyl)methyl]pyrrolidine-1-carboxylate C(C)(C)(C)OC(=O)N1[C@@H]([C@@H]([C@H](C1)OC(=O)OC(C)(C)C)O)CC1=CC=C(C=C1)OC.BrCCCOC1=CC(=CC=C1)OCCCBr